O=C1NC(CCC1N1C(C2=CC=C(C=C2C1=O)N1CCC(CC1)CCCN1N=CC(=C1)C1=NC2=CC=CC=C2N=C1)=O)=O (2,6-Dioxopiperidin-3-yl)-5-(4-(3-(4-(quinoxalin-2-yl)-1H-pyrazol-1-yl)propyl)piperidin-1-yl)isoindoline-1,3-dione